C1(CC1)N(C(=O)C1=NC(=C(C=C1)NC1=NNC2=CC(=CC=C12)[C@@H]1C[C@@]12C(NC1=CC=C(C=C21)OC)=O)OC)C2CC2 N,N-dicyclopropyl-6-methoxy-5-({6-[(1R,2S)-5'-methoxy-2'-oxo-1',2'-dihydrospiro[cyclopropane-1,3'-indol]-2-yl]-1H-indazol-3-yl}amino)pyridine-2-carboxamide